NCCOCCC1=C2C=CC=C(C2=CC=C1)NC(=O)NCC=1C(=C2CN(C(C2=CC1)=O)C1C(NC(CC1)=O)=O)O 1-(5-(2-(2-aminoethoxy)ethyl)naphthalen-1-yl)-3-((2-(2,6-dioxopiperidin-3-yl)-4-hydroxy-1-oxoisoindolin-5-yl)methyl)urea